C(#N)C=1C=C2C(=NC(=NC2=C(C1C1=CC(=CC2=CC=C(C(=C12)C#C)F)O)F)OCC12CCCN2CCC1)N1CC(CCCC1)NC(C=C)=O N-(1-(6-cyano-7-(8-ethynyl-7-fluoro-3-hydroxynaphthalen-1-yl)-8-fluoro-2-((tetrahydro-1H-pyrrolizin-7a(5H)-yl)methoxy)quinazolin-4-yl)azepan-3-yl)acrylamide